C(C(=C)C)(=O)OCCC[Si](O[Si](CC[Si](C)(C)C)(C)C(CCCOC(C=C)=O)(CCCOC(C=C)=O)CCCOC(C=C)=O)(O[Si](CC[Si](C)(C)C)(C)C)O[Si](C)(C)CC[Si](C)(C)C methacryloxypropyltrisacryloxypropyltris(trimethylsilylethyldimethylsiloxy)silane